C(=CC1=CC=CC=C1)C1=NC=CC2=CC=NC=C12 styryl-2,7-naphthyridin